C1(CC1)N[C@@H]1CN(CC1)C1=CC=C(N=N1)C1=C(C=C(C=C1)C1=CN=NC(=C1)OC)O 2-{6-[(3S)-3-(cyclopropylamino)pyrrolidin-1-yl]pyridazin-3-yl}-5-(6-methoxypyridazin-4-yl)phenol